Cl.COC1=CC=CC(=N1)C1=CC=C(C=C1)CN (4-(6-methoxypyridin-2-yl)phenyl)methanamine hydrochloride